4-mercapto-2,2,6,6-tetramethylpiperidin SC1CC(NC(C1)(C)C)(C)C